4-(5-(3,5-dichlorophenyl)-5-(trifluoromethyl)-4,5-dihydroisoxazol-3-yl)-N-((3,4-dimethylphenyl)sulfinyl)-2-methylbenzamide ClC=1C=C(C=C(C1)Cl)C1(CC(=NO1)C1=CC(=C(C(=O)NS(=O)C2=CC(=C(C=C2)C)C)C=C1)C)C(F)(F)F